bis[2-(5-methyl-2-furyl)-4-(4-tert-butylphenyl)-5,6-dimethyl-1-indenyl]zirconium dichloride [Cl-].[Cl-].CC1=CC=C(O1)C=1C(C2=CC(=C(C(=C2C1)C1=CC=C(C=C1)C(C)(C)C)C)C)[Zr+2]C1C(=CC2=C(C(=C(C=C12)C)C)C1=CC=C(C=C1)C(C)(C)C)C=1OC(=CC1)C